(S)-2-((1-(2,4-dichlorophenyl)propan-2-yl)amino)-1-(7-methyl-1H-indol-3-yl)-2-phenylethan-1-one ClC1=C(C=CC(=C1)Cl)CC(C)N[C@H](C(=O)C1=CNC2=C(C=CC=C12)C)C1=CC=CC=C1